FC=1C=C(C=C(C1)F)C1=NC2=C(N1C)C=C(C=C2)C2=CC=C(CN1CCC(CC1)N(C)C)C=C2 1-(4-(2-(3,5-Difluorophenyl)-1-methyl-1H-benzo[d]imidazol-6-yl)benzyl)-N,N-dimethylpiperidin-4-amin